N1CC(CC1)NCC1CNC(O1)=O 5-[(pyrrolidin-3-ylamino)methyl]oxazolidin-2-one